C(CCCCCCCCCCCCCCCCC)(=O)NCCCOC(C(CCCCCCCCCCCCCC)(C)C)=O Stearamidopropyldimethyl(myristylacetat)